C(C=C)(=O)OCCCCO 1,4-Butandiol acrylat